CC1=NN(C(=C1)C1=NSC=2C1=NC(=CC2C2(CC2)C#N)N2[C@@H](COCC2)C)C2OCCCC2 1-(3-(3-methyl-1-(tetrahydro-2H-pyran-2-yl)-1H-pyrazol-5-yl)-5-((R)-3-methylmorpholino)isothiazolo[4,5-b]Pyridin-7-yl)cyclopropane-1-carbonitrile